BrCC(=O)C1=C(C=C(C=N1)OC(C#N)(C)C)SCC 2-[[6-(2-bromoacetyl)-5-ethylsulfanyl-3-pyridyl]oxy]-2-methyl-propionitrile